C(C)(C)(C)OC(=O)N1N=C(C2=NC(=C(C=C21)OC)C2=C1CCCC1=CC=C2)I 5-(2,3-dihydro-1H-inden-4-yl)-3-iodo-6-methoxy-1H-pyrazolo[4,3-b]Pyridine-1-carboxylic acid tert-butyl ester